2-((3,5-dichlorophenyl)amino)-7-nitroquinazolin-4(3H)-one ClC=1C=C(C=C(C1)Cl)NC1=NC2=CC(=CC=C2C(N1)=O)[N+](=O)[O-]